ClC1=CC=C(C=C1)NC=CC1=C(C(=NO1)C1=C(C=CC=C1F)Cl)C#N 5-[2-(4-Chlorophenylamino)vinyl]-4-cyano-3-(2-chloro-6-fluorophenyl)isoxazole